N,N1-Bis-(4-methoxyphenyl)-6-pyrrolidin-1-yl-[1,3,5]triazine-2,4-diamine COC1=CC=C(C=C1)NC1N(C(=NC(=N1)N)N1CCCC1)C1=CC=C(C=C1)OC